ClS=C(O)Cl.ClC(=O)S(=O)Cl chlorocarbonyl-sulfinyl chloride (S-chloro chloromethanethioate)